C(C)(C)OC1=CC=C(C(=O)NC=2C=CC=C3C(=CC=NC23)C2=CN(C=C2)C)C=C1 4-isopropoxy-N-(4-(1-methyl-1H-pyrrol-3-yl)quinolin-8-yl)benzamide